N-(6-cyclopropyl-4-{4-fluoro-2-[(3-fluoro-1-azetidinyl)carbonyl]phenyl}-2-pyridyl)-1-cyclopropyl-5-[(2-methoxyethylamino)methyl]-2-oxo-1,2-dihydronicotinamide C1(CC1)C1=CC(=CC(=N1)NC(C=1C(N(C=C(C1)CNCCOC)C1CC1)=O)=O)C1=C(C=C(C=C1)F)C(=O)N1CC(C1)F